C(CCCCCCC\C=C/C\C=C/CCCCC)(=O)OCC(COC(NC1CN(C1)CC(F)(F)F)=O)OC(CCCCCCC\C=C/CCCCCCCC)=O 2-(oleoyloxy)-3-(((1-(2,2,2-trifluoroethyl)azetidin-3-yl)carbamoyl)oxy)propyl (9Z,12Z)-octadeca-9,12-dienoate